5-bromo-3-(2,2-difluorovinyl)pyrazolo[1,5-a]pyridine-7-carboxylic acid BrC1=CC=2N(C(=C1)C(=O)O)N=CC2C=C(F)F